1-dodecyl-3-methylimidazolium bis(trifluoromethanesulfonyl)imide salt [N-](S(=O)(=O)C(F)(F)F)S(=O)(=O)C(F)(F)F.C(CCCCCCCCCCC)N1C=[N+](C=C1)C